OC=1C=C(C=CC1)C1=C(OC(=C1)[N+](=O)[O-])C(=O)N (3-hydroxyphenyl)-5-nitrofuran-2-carboxamide